ClC=1C=C(C=CC1)NCC1=CC=C(C=C1)C=1N(C=2C=CC=C(C2C1)NC1CCN(CC1)C1CCOCC1)CC(F)(F)F 2-(4-{[(3-chlorophenyl)amino]meth-yl}phenyl)-N-[1-(oxan-4-yl)piperidin-4-yl]-1-(2,2,2-trifluoroethyl)-1H-indol-4-amine